FC=1C(=NC(=NC1)NC=1C=NC=CC1)NC=1C=C(C=CC1)NC(C=C)=O N-(3-(5-fluoro-2-(pyridin-3-ylamino)pyrimidin-4-ylamino)phenyl)acrylamide